NC1=C(C=CC(=C1)C=1C=NC=CC1)NC(OC(C)(C)C)=O tert-butyl [2-amino-4-(pyridin-3-yl)phenyl]carbamate